N-[3-fluoro-4-[(6-fluoro-7-methyl-1,5-naphthyridin-4-yl)oxy]phenyl]-5-(4-fluoro-2-methylphenyl)-1,6-dimethyl-4-oxopyridine-3-carboxamide FC=1C=C(C=CC1OC1=CC=NC2=CC(=C(N=C12)F)C)NC(=O)C1=CN(C(=C(C1=O)C1=C(C=C(C=C1)F)C)C)C